Cl.CC1=CNC2=C1NC(NC2=O)=S 7-methyl-2-thioxo-1,2,3,5-tetrahydro-4H-pyrrolo[3,2-d]pyrimidin-4-one hydrochloride